4-(7-(4-Methyl-1H-imidazol-1-yl)imidazo[1,2-a]pyrimidin-3-yl)-1,4-diazacycloheptane-1-carboxylic acid tert-butyl ester C(C)(C)(C)OC(=O)N1CCN(CCC1)C1=CN=C2N1C=CC(=N2)N2C=NC(=C2)C